BrC1=CC(=C(C(=O)O)C=C1F)N1C2COCC1CC2 4-Bromo-5-fluoro-2-(3-oxa-8-azabicyclo[3.2.1]octan-8-yl)benzoic acid